CN(C1CCC(CC1)OC=1N=CC2=CC=C(C=C2C1)C1=CN=C(S1)C#CC1CCOCC1)C (1r,4r)-N,N-dimethyl-4-((6-(2-((tetrahydro-2H-pyran-4-yl)ethynyl)thiazol-5-yl)isoquinolin-3-yl)oxy)cyclohexan-1-amine